ClC1=CC=C(C=C1)S(=O)(=O)\N=C(\N[C@@H]1C[C@H](CC1)S(N)(=O)=O)/N1N=C([C@@H](C1)C1=CC=CC=C1)C1=CC=C(C=C1)F (R,Z)-N'-((4-chlorophenyl)sulfonyl)-3-(4-fluorophenyl)-4-phenyl-N-((1S,3S)-3-sulfamoylcyclopentyl)-4,5-dihydro-1H-pyrazole-1-carboximidamide